1-(6Z,9Z,12Z,15Z-octadecatetraenoyl)-glycero-3-phosphoserine CC/C=C\C/C=C\C/C=C\C/C=C\CCCCC(=O)OC[C@H](COP(=O)(O)OC[C@@H](C(=O)O)N)O